FC(C1=C(C(=O)N2C[C@H](N(CC2)C=2C=CC(=NC2OCCN)C=2C(=NC=CC2)OCC)CC)C=CC(=C1)F)F 2-({5-[(2R)-4-[2-(difluoromethyl)-4-fluorobenzoyl]-2-ethylpiperazin-1-yl]-2'-ethoxy-[2,3'-bipyridin]-6-yl}oxy)ethan-1-amine